ClC1=NC=C(C(=C1)C1=C(C(=O)NC=2SC(=NN2)OC)C=CC(=C1)F)OC 2-(2-chloro-5-methoxypyridin-4-yl)-4-fluoro-N-(5-methoxy-1,3,4-thiadiazol-2-yl)benzamide